(1-(2-amino-5-fluoro-4-(2-morpholinopyrimidin-5-yl)phenyl)pyrrolidin-3-yl)(methyl)carbamic acid tert-butyl ester C(C)(C)(C)OC(N(C)C1CN(CC1)C1=C(C=C(C(=C1)F)C=1C=NC(=NC1)N1CCOCC1)N)=O